bis(3-pentyloctyl) 10-((oxetan-3-ylmethyl)amino)nonadecanedioate O1CC(C1)CNC(CCCCCCCCC(=O)OCCC(CCCCC)CCCCC)CCCCCCCCC(=O)OCCC(CCCCC)CCCCC